4-cyano-N-{2-methyl-3-{4-{[4-(4-methylpiperazin-1-yl)phenyl]amino}-7H-pyrrolo[2,3-d]pyrimidin-2-yl}phenyl}benzamide C(#N)C1=CC=C(C(=O)NC2=C(C(=CC=C2)C=2N=C(C3=C(N2)NC=C3)NC3=CC=C(C=C3)N3CCN(CC3)C)C)C=C1